N1(CCC1)CC1=CNC=C1C1=COC=C1 3-(azetidin-1-ylmethyl)-4-(furan-3-yl)-1H-pyrrole